C(#N)CCN(CCOC(CC)=O)C1=CC=C(C=C1)C1=C(C(C1[O-])[O-])O Propionic acid 2-{(2-cyano-ethyl)-[4-(2-hydroxy-3,4-dioxido-cyclobut-1-enyl)-phenyl]-amino}-ethyl ester